CNC(C1=NC(=C(C=C1)N1CCC(CC1)=CC1=CC=2NC(N(C(C2S1)=O)C)=O)C)=O N,6-dimethyl-5-(4-((3-methyl-2,4-dioxo-1,2,3,4-tetrahydrothieno[3,2-d]pyrimidin-6-yl)methylene)piperidin-1-yl)picolinamide